di(myristyl)-3,3'-thiodipropionate C(CCCCCCCCCCCCC)OC(CCSCCC(=O)OCCCCCCCCCCCCCC)=O